[1-(nitromethyl)propoxy]silane [N+](=O)([O-])CC(CC)O[SiH3]